2-((2S)-1-acryloyl-4-(2-(((S)-1-methylpyrrolidin-2-yl)methoxy)-3',4',5,7-tetrahydro-2'H-spiro[cyclopenta[d]pyrimidine-6,1'-naphthalen]-4-yl)piperazin-2-yl)acetonitrile C(C=C)(=O)N1[C@H](CN(CC1)C=1C2=C(N=C(N1)OC[C@H]1N(CCC1)C)CC1(CCCC3=CC=CC=C13)C2)CC#N